4'-phenyl-N-(2,4,6-trimethylphenyl)-5-(trifluoromethyl)-[1,1'-biphenyl]-3-amine C1(=CC=CC=C1)C1=CC=C(C=C1)C1=CC(=CC(=C1)C(F)(F)F)NC1=C(C=C(C=C1C)C)C